NC(C(=O)O)(CCCCB(O)O)CCCN1CCN(CC1)C(C1=CC=CC=C1)C1=CC=CC=C1 2-amino-2-(3-(4-benzhydrylpiperazin-1-yl)propyl)-6-boronohexanoic acid